COC1=CC=C(C=C1)/C=C/C(=O)OC1(CCC(CC1)=C(C)C)C 1-methyl-4-(propan-2-ylidene)cyclohexyl (E)-3-(4-methoxyphenyl)acrylate